O=C1N(CCOC1)[C@@H]1C(=NN(C1)C(=O)N[C@H](C)C=1C=NC(=NC1)C(F)(F)F)C1=CC=C(C=C1)C (S)-4-(3-oxomorpholin-4-yl)-3-(4-methylphenyl)-N-((R)-1-(2-(trifluoromethyl)pyrimidin-5-yl)ethyl)-4,5-dihydro-1H-pyrazole-1-carboxamide